8-[(1R)-1-[(2-Benzylsulfanyl-6-chloro-3-pyridyl)oxy]ethyl]-2-cyclopropyl-3,6-dimethyl-chromen-4-one C(C1=CC=CC=C1)SC1=NC(=CC=C1O[C@H](C)C=1C=C(C=C2C(C(=C(OC12)C1CC1)C)=O)C)Cl